1-cyclohexyl-3-(2-(2-hydroxyethoxy)ethyl)urea C1(CCCCC1)NC(=O)NCCOCCO